NCCN1C(C=2C=C(C(=CC2C2=C1COCC2N(C(=O)C=2NC1=CC(=C(C=C1C2)F)F)C)F)F)=O N-(5-(2-aminoethyl)-8,9-difluoro-6-oxo-1,4,5,6-tetrahydro-2H-pyrano[3,4-c]isoquinolin-1-yl)-5,6-difluoro-N-methyl-1H-indole-2-carboxamide